tert-butyl 4-[5-[(1R)-1-[(2S,4R)-2-[[(1S)-1-(4-cyanophenyl)ethyl]carbamoyl]-4-hydroxy-pyrrolidine-1-carbonyl]-2-methyl-propyl]isoxazol-3-yl]piperazine-1-carboxylate C(#N)C1=CC=C(C=C1)[C@H](C)NC(=O)[C@H]1N(C[C@@H](C1)O)C(=O)[C@H](C(C)C)C1=CC(=NO1)N1CCN(CC1)C(=O)OC(C)(C)C